C1(=CC=CC=C1)C(N1CCC(CC1)OC=1C=C2CN(CC2=CC1)C1=C(C(N(N=C1)COCC[Si](C)(C)C)=O)C(F)(F)F)C1=CC=CC=C1 5-(5-[[1-(diphenylmethyl)piperidin-4-yl]oxy]-2,3-dihydro-1H-isoindol-2-yl)-4-(trifluoromethyl)-2-[[2-(trimethyl-silyl)ethoxy]methyl]-2,3-dihydropyridazin-3-one